5,5-difluorocyclohex-1-enecarbaldehyde FC1(CCC=C(C1)C=O)F